ClN1C(=O)NC(=O)C1(C)C mono-chlorodimethylhydantoin